CC1CN(CC=C1)C(=O)C=1NC=CC1 3-methyl-1-(1H-pyrrole-2-carbonyl)-1,2,3,6-tetrahydropyridin